C1(=CC=CC=C1)NC1=CC=CC=C1 N-phenylbenzenamine